azetidin-3-yl alcohol N1CC(C1)O